N1(CCNCC1)C1=CC=C(C=N1)NC1=NC=CC=N1 N-(6-(piperazin-1-yl)pyridin-3-yl)pyrimidin-2-amine